(R)-(5-(4-fluoro-6-(3-(hydroxymethyl)morpholino)-1H-benzo[d]imidazol-2-yl)-1H-pyrrol-3-yl)(2-(trifluoromethyl)phenyl)methanone FC1=CC(=CC=2NC(=NC21)C2=CC(=CN2)C(=O)C2=C(C=CC=C2)C(F)(F)F)N2[C@@H](COCC2)CO